N1N=NC=C1COC(C)C=1C=CC=C2C(=C(NC12)C(=O)O)C1=CC(=C(C=C1)CS(=O)(=O)C)F 7-(1-((1H-1,2,3-triazol-5-yl)methoxy)ethyl)-3-(3-fluoro-4-((methylsulfonyl)methyl)phenyl)-1H-indole-2-carboxylic acid